BrC1=CC(=C(C(=C1NC(C(=O)N(C)C)=O)C)C(NC1=NN=NN1C)=O)F N1-(6-bromo-4-fluoro-2-methyl-3-((1-methyl-1H-tetrazol-5-yl)carbamoyl)phenyl)-N2,N2-dimethyloxalamide